(E)-1-(3-(2-(5-(trifluoromethyl)isoxazol-3-yl)vinyl)azetidin-1-yl)prop-2-en-1-one FC(C1=CC(=NO1)/C=C/C1CN(C1)C(C=C)=O)(F)F